bromo-7-tert-butyl-3-(4-methoxyphenyl)-2-hydroxypyrene BrC1=C(C(=C2C=CC3=CC(=CC4=CC=C1C2=C34)C(C)(C)C)C3=CC=C(C=C3)OC)O